C(CCC)OC(=O)N1C[C@H](OCCC1)C(N[C@H](C(=O)OC)CC1=CC2=C(C3=C(CO2)C=C2C(CCC2=C3)=O)C=C1F)=O (S)-2-(((S)-3-(2-fluoro-8-oxo-6,8,9,10-tetrahydroindeno[5,6-c]benzopyran-3-yl)-1-methoxy-1-oxopropan-2-yl)carbamoyl)-1,4-oxaazepane-4-carboxylic acid butyl ester